(1R)-3-methyl-1-[(3-quinolylcarbamoyl)butyl]-2-pyrrolidinecarboxamide CC1C(N(CC1)CCCCC(NC=1C=NC2=CC=CC=C2C1)=O)C(=O)N